1,3-dioxoisoindol-2-yl bicyclo[1.1.1]pentane-1-carboxylate C12(CC(C1)C2)C(=O)ON2C(C1=CC=CC=C1C2=O)=O